C(#N)C(C(=O)OCC)(CCC(=O)OCC)C1=CC(=CC=C1)F Diethyl 2-cyano-2-(3-fluorophenyl)pentanedioate